N,N-bis[2-(3-(methacryloyloxy)propanamido)ethyl]-N-methyldodecyl-ammonium iodide [I-].C(C(=C)C)(=O)OCCC(=O)NCC[N+](C)(CCNC(CCOC(C(=C)C)=O)=O)CCCCCCCCCCCC